(5-(1-isopropyl-4-(trifluoromethyl)-1H-imidazol-2-yl)pyrazin-2-yl)methanol tert-Butyl-(4S)-5-amino-4-(4-bromo-2-nitro-anilino)-5-oxo-pentanoate C(C)(C)(C)C(C(=O)OCC1=NC=C(N=C1)C=1N(C=C(N1)C(F)(F)F)C(C)C)C[C@@H](C(=O)N)NC1=C(C=C(C=C1)Br)[N+](=O)[O-]